C1(CC1)[C@]1(C(N(C[C@H]1C)C=1C=2N(N=CC1)C=C(C2)C=2C=NN(C2)C2(CC2)CO)=O)C#N (3R,4S)-3-cyclopropyl-1-[6-[1-[1-(hydroxymethyl)cyclopropyl]pyrazol-4-yl]pyrrolo[1,2-b]pyridazin-4-yl]-4-methyl-2-oxopyrrolidine-3-carbonitrile